(2-bromophenyl)methanamine hydrochloride Cl.BrC1=C(C=CC=C1)CN